BrC1=CC2=C(N(C=N2)C2=CC=C(C(=N2)N2N=C(C=C2C)C#N)C(C)(F)F)C=C1 1-[6-(5-bromobenzimidazol-1-yl)-3-(1,1-difluoroethyl)-2-pyridyl]-5-methyl-pyrazole-3-carbonitrile